2-(5-((Tert-Butoxycarbonyl)amino)-1,2,4-thiadiazol-3-yl)-2-oxoacetic acid C(C)(C)(C)OC(=O)NC1=NC(=NS1)C(C(=O)O)=O